((6-ethyl-2-trifluoromethyl-3,4-dihydroquinolin-1(2H)-yl)sulfonyl)-2-((tetrahydro-2H-pyran-4-yl)methoxy)benzyl alcohol C(C)C=1C=C2CCC(N(C2=CC1)S(=O)(=O)C(C1=C(C=CC=C1)OCC1CCOCC1)O)C(F)(F)F